C1NCCC12CCC(CC2)N2C=NC1=CC=C(C=C1C2=O)OC2=C(C(=CC=C2F)NS(N(C)CC)(=O)=O)C#N 3-(2-azaspiro[4.5]decan-8-yl)-6-[2-cyano-3-[[ethyl(methyl)sulfamoyl]amino]-6-fluoro-phenoxy]-4-oxo-quinazoline